BrC1=C(C=CC(=N1)C(=O)NC1CCC(CC1)OC)NCC1=C(C=C(C=C1)OC)OC 6-bromo-5-((2,4-dimethoxybenzyl)amino)-N-((1r,4r)-4-methoxycyclohexyl)picolinamide